C[C@H]1N(CC[C@@H]1N1CCN(CC1)C)C(=O)OC(C)(C)C tert-Butyl (2R,3S)-2-methyl-3-(4-methylpiperazin-1-yl)pyrrolidine-1-carboxylate